6-((5-fluoropyridin-2-yl)amino)-1-(2-methoxy-3-(trifluoromethyl)phenyl)-1,2-dihydro-3H-pyrazolo[4,3-c]pyridin-3-one FC=1C=CC(=NC1)NC1=CC2=C(C=N1)C(NN2C2=C(C(=CC=C2)C(F)(F)F)OC)=O